2-(methylsulfonyl)-N-(3-(6-(piperidin-3-yl)pyridin-2-yl)pyrazolo[1,5-a]pyridin-5-yl)acetamide CS(=O)(=O)CC(=O)NC1=CC=2N(C=C1)N=CC2C2=NC(=CC=C2)C2CNCCC2